COC1=CC(=C(C(=N1)C)NC(\C=C\C1=CC=C2C(=NNC2=C1)C)=O)C (2E)-N-(6-methoxy-2,4-dimethylpyridin-3-yl)-3-(3-methyl-1H-indazol-6-yl)prop-2-enamide